The molecule is a triterpenoid saponin that consists of urs-11-ene substituted by an epoxy group across positions 13 and 28, a hydroxy group at position 16 and a alpha-L-rhamnopyranosyl-(1->2)-beta-D-glucopyranosyl-(1->2)-beta-D-fucopyranosyloxy residue at position 3 (the 3beta,16alpha stereoisomer). Isolated from the fruits of Bupleurum rotundifolium, it exhibits antiproliferative activity against cancer cells. It has a role as an antineoplastic agent and a plant metabolite. It is a bridged compound, a cyclic ether, a hexacyclic triterpenoid, a trisaccharide derivative and a triterpenoid saponin. It derives from a hydride of an ursane. C[C@@H]1CC[C@@]23CO[C@]4([C@@H]2[C@H]1C)C=C[C@@H]5[C@]6(CC[C@@H](C([C@@H]6CC[C@]5([C@@]4(C[C@H]3O)C)C)(C)C)O[C@H]7[C@@H]([C@H]([C@H]([C@H](O7)C)O)O)O[C@H]8[C@@H]([C@H]([C@@H]([C@H](O8)CO)O)O)O[C@H]9[C@@H]([C@@H]([C@H]([C@@H](O9)C)O)O)O)C